Bis(hydroxypropyl) terephthalate C(C1=CC=C(C(=O)OCCCO)C=C1)(=O)OCCCO